6-(3-((benzyloxy)methyl)-4-ethyl-5-oxo-4,5-dihydro-1H-pyrazol-1-yl)-2-chloro-N-(2-chloro-6-fluorophenyl)-5-fluoronicotinamide C(C1=CC=CC=C1)OCC1=NN(C(C1CC)=O)C1=NC(=C(C(=O)NC2=C(C=CC=C2F)Cl)C=C1F)Cl